FC1=C(CN2[C@@H]3CN([C@H](C2)C3)C(=O)OC(C)(C)C)C=CC(=C1)F Tert-butyl (1S,4S)-5-(2,4-difluorobenzyl)-2,5-diazabicyclo[2.2.1]heptane-2-carboxylate